CC(=O)N[C@@H]1[C@H]([C@@H]([C@H](O[C@@H]1OC[C@@H]2[C@@H]([C@@H]([C@H](C(O2)O)O)O)O)CO)O[C@H]3[C@@H]([C@H]([C@H]([C@H](O3)CO)O)O)O)O The molecule is an amino trisaccharide consistinng of beta-D-galactopyranosyl, 2-acetamido-2-deoxy-alpha-D-glucopyranosyl and D-galactopyranose residues joined in sequence by (1->4) and (1->6) glycosidic bonds. It is an amino trisaccharide and a member of acetamides. It derives from a beta-D-Galp-(1->4)-alpha-D-GlcpNAc.